1-azido-14-(13-azido-2,5,8,11-tetraoxatridecyl)-14-methyl-3,6,9,12,16-pentaoxaoctadecane-18-oic acid N(=[N+]=[N-])CCOCCOCCOCCOCC(COCC(=O)O)(C)COCCOCCOCCOCCN=[N+]=[N-]